ClC1=NN(C=C1C1=NC=CC(=N1)NC=1N=CC2=C(N=CC(=C2C1)C(C)C)N1[C@@H]([C@H](C1)CS(=O)(=O)C)C)C N-(2-(3-chloro-1-methyl-1H-pyrazol-4-yl)pyrimidin-4-yl)-5-isopropyl-8-((2R,3S)-2-methyl-3-((methanesulfonyl)methyl)azetidin-1-yl)-2,7-diazanaphthalen-3-amine